tert-butyl N-[6-(3-methoxy-4-methylphenoxy)pyridin-3-yl]carbamate COC=1C=C(OC2=CC=C(C=N2)NC(OC(C)(C)C)=O)C=CC1C